FC(OC=1C=CC(=NC1)C=1C=C2C=C(C(N(C2=NC1)CC1=CC=C(C=C1)F)=O)C(=O)OCC)F ethyl 6-(5-(difluoromethoxy)pyridin-2-yl)-1-(4-fluorobenzyl)-2-oxo-1,2-dihydro-1,8-naphthyridine-3-carboxylate